ethyl 4-(3-(dicyclopropyl(hydroxy)methyl)-6-(3,5-dimethylisoxazol-4-yl)-1H-pyrrolo[3,2-b]pyridin-1-yl)-3,5-diethoxybenzoate C1(CC1)C(C1=CN(C=2C1=NC=C(C2)C=2C(=NOC2C)C)C2=C(C=C(C(=O)OCC)C=C2OCC)OCC)(O)C2CC2